C1(CC1)N1C2=C(OCC1)N=CC(=C2)S(=O)(=O)N 1-cyclopropyl-2,3-dihydro-1H-pyrido[2,3-B][1,4]oxazine-7-sulfonamide